NC1=C(C#N)C=C(C=C1OC)CCN1CCOCC1 2-amino-3-methoxy-5-(2-morpholinoethyl)benzonitrile